C(C)(C)(C)OC(NC1C[C@H]2CC[C@@H](C1)N2)=O ((1R,3r,5S)-8-azabicyclo[3.2.1]oct-3-yl)carbamic acid tert-butyl ester